Ethyl-(R)-3-hydroxy-2-(thiophen-2-yl)-3H-benzol C(C)C=1[C@H](C(C=CC1)O)C=1SC=CC1